N-(cycloheptylmethyl)-2-[(2-hydroxyphenyl)methyl]indazole-6-carboxamide C1(CCCCCC1)CNC(=O)C=1C=CC2=CN(N=C2C1)CC1=C(C=CC=C1)O